COC(CO[Ti])(OC)OC trimethoxyethoxytitanium